[Br-].FC1=CC=C(C[Zn+])C=C1 (4-fluorobenzyl)Zinc (II) bromide